ethyl 5-pyrazolo[1,5-a]pyridin-5-ylfuran-3-carboxylate N1=CC=C2N1C=CC(=C2)C2=CC(=CO2)C(=O)OCC